3-((5-chloro-6-(5-methoxypyrazin-2-yl)-1H-indol-2-yl)methyl)-1-cyclopropyl-1-methylurea ClC=1C=C2C=C(NC2=CC1C1=NC=C(N=C1)OC)CNC(N(C)C1CC1)=O